CC1=NN=C(O1)[C@@H]1[C@@H](CC1)C=1NC(C2=C(N1)N(N=C2C#N)[C@H](C)C=2C=NC(=CC2)C(F)(F)F)=O 6-((1R,2S)-2-(5-Methyl-1,3,4-oxadiazol-2-yl)cyclobutyl)-4-oxo-1-((R)-1-(6-(trifluoromethyl)pyridin-3-yl)ethyl)-4,5-dihydro-1H-pyrazolo[3,4-d]pyrimidin-3-carbonitril